OC1=C(C(=O)OC(C)(CCCC(C=C)C)C)C=CC=C1 2,6-dimethyloct-7-en-2-yl 2-hydroxybenzoate